ClC1=C2N(C(C(=C1)NC1=CC(=NC=N1)NC(=O)C1CC1)=O)C1(CC(C1)(F)F)NC2=O N-[6-[(8-chloro-1',1'-difluoro-1,5-dioxo-spiro[2H-imidazo[1,5-a]pyridine-3,3'-cyclobutane]-6-yl)amino]pyrimidin-4-yl]cyclopropanecarboxamide